Lithium copper (II) oxide [Cu]=O.[Li]